[Si](C)(C)(C(C)(C)C)OCC1=CC2=NC=CC(=C2S1)C1=CC(=CC=2OCCN(C21)C2CN(C1(COC1)C2)S(=O)(=O)C(C)(C)C)Cl 5-(2-(((tert-butyldimethylsilyl)oxy)methyl)thieno[3,2-b]pyridin-7-yl)-4-(5-(tert-butylsulfonyl)-2-oxa-5-azaspiro[3.4]octan-7-yl)-7-chloro-3,4-dihydro-2H-benzo[b][1,4]oxazine